4-amino-6-(4-iodophenyl)-3-chloro-5-fluoro-pyridine-2-carboxylic acid methyl ester COC(=O)C1=NC(=C(C(=C1Cl)N)F)C1=CC=C(C=C1)I